CN(C1=NC(=C(C=C1N)NC1=NC=CC(=N1)C1=CN(C2=CC(=C(C=C12)F)F)C)OC(C)C)CCN(C)C N2-methyl-N2-[2-(dimethylamino)ethyl]-6-isopropyloxy-N5-[4-(1-methyl-5,6-difluoro-1H-indol-3-yl)pyrimidin-2-yl]pyridin-2,3,5-triamine